4,7-dimethyl-3-(pyrazolo[1,5-a]pyrimidin-3-yl)imidazo[1,5-a]quinazolin-5(4H)-one CN1C=2N(C3=CC=C(C=C3C1=O)C)C=NC2C=2C=NN1C2N=CC=C1